S(=O)(=O)([O-])[O-].[NH4+].O1CCO1.[NH4+] oxyethylene ether ammonium sulfate